CN1C(C(=CC=C1)C(=O)OC(=O)C=1C(N(C=CC1)C)=O)=O 1-methyl-2-oxo-1,2-dihydropyridine-3-carboxylic anhydride